8-chlorotheophyllinate ClC1=NC=2N(C(N(CC(=O)[O-])C(C2N1)=O)=O)C